1-(tert-butyl)-N-((3-(8-(((3S,4R)-3-fluoro-1-methylpiperidin-4-yl)amino)-3-vinylimidazo[1,2-a]pyrazin-2-yl)-1,2,4-oxadiazol-5-yl)methyl)-1H-pyrazole-4-carboxamide C(C)(C)(C)N1N=CC(=C1)C(=O)NCC1=NC(=NO1)C=1N=C2N(C=CN=C2N[C@H]2[C@H](CN(CC2)C)F)C1C=C